(2R)-tert-butyl 2-(hydroxymethyl)-2-methylpyrrolidine-1-carboxylate OC[C@@]1(N(CCC1)C(=O)OC(C)(C)C)C